N(=[N+]=[N-])C1(C(NC2=C(O1)C=CC=C2)=O)CC2=C(C=CC=C2)F 2-azido-2-(2-fluorobenzyl)-2H-benzo[b][1,4]oxazin-3(4H)-one